C(CCC)OCCOCCCC 1,2-di-n-butoxyethane